3,12,15,18,21,24,27-heptaoxa-9-azatriacontan-30-oic acid CCOCCCCCNCCOCCOCCOCCOCCOCCOCCC(=O)O